FC(CN1C[C@@H](CC1)N)(F)F (R)-1-(2,2,2-trifluoroethyl)pyrrolidin-3-amine